O1C(=CC=C1)C=C(C(=O)NC)NC(C1=CC=C(C=C1)OCC(C)C)=O N-(1-(furan-2-yl)-3-(methylamino)-3-oxoprop-1-en-2-yl)-4-isobutoxybenzamide